ClC1=C(C=CC(=C1)C(F)(F)F)NC(=O)C1(CCC1)N1N=CC(=C1)C(=O)OC(C)(C)C tert-butyl 1-(1-((2-chloro-4-(trifluoromethyl)phenyl) carbamoyl)cyclobutyl)-1H-pyrazole-4-carboxylate